COC([C@@H](NC(C1=C(C=CC(=C1)Cl)Cl)=O)CC1=C(C=C(C=C1)OC)OC)=O (S)-N-(2,5-dichlorobenzoyl)-3-(2,4-dimethoxy-phenyl)alanine methyl ester